C12(CC(C1)C2)C2=CC=C(C=C2)O 4-(bicyclo[1.1.1]pent-1-yl)phenol